C(C1=CC=CC=C1)OC=1C=C(C=CC1)C1=CC(=NC=C1)COC=1C=CC(=C(C(=O)O)C1)O 5-((4-(3-(Benzyloxy)phenyl)pyridin-2-yl)methoxy)-2-hydroxybenzoic acid